C(C)(C)N1N=CC=2N=C(N=C(C21)NCC=2C=NC1=CC=CC=C1C2)N2CCN(CC2)C(C)=O 1-(4-{1-isopropyl-7-[(quinolin-3-ylmethyl)-amino]-1H-pyrazolo[4,3-d]pyrimidin-5-yl}-piperazin-1-yl)-ethanone